4,8-dichloro-2-(morpholin-4-yl)-[1,7]naphthyridine ClC1=CC(=NC2=C(N=CC=C12)Cl)N1CCOCC1